FC=1C=C(C=C(C1)OC)B(O)O (3-fluoro-5-methoxyphenyl)boronic acid